[C@@H]12OC[C@@H](N(C1)[C@@H]1[C@@H](CN(CC1)C1=CC=C(C(=N1)OCCCNC1=NC(=NC=C1C(F)(F)F)Cl)[N+](=O)[O-])F)C2 N-(3-((6-((3R,4S)-4-((1S,4S)-2-oxa-5-azabicyclo[2.2.1]hept-5-yl)-3-fluoropiperidin-1-yl)-3-nitropyridin-2-yl)oxy)propyl)-2-chloro-5-(trifluoromethyl)pyrimidin-4-amine